N1=C(N=CC=C1)OC1CCC(CC1)OC1=NC2=CC(=CC=C2C=N1)N1CCOCC1 4-[5-cis-(4-pyrimidin-2-yloxy-cyclohexyloxy)quinazolin-7-yl]morpholine